ClC=1C=2C(N=CC1)=NN(C2CCCN(C(OCC2=CC=CC=C2)=O)C)COCC[Si](C)(C)C benzyl N-[3-[4-chloro-2-(2-trimethylsilylethoxymethyl)pyrazolo[3,4-b]pyridin-3-yl]propyl]-N-methyl-carbamate